IC1=CC(=C(C(=O)NC2=NC(=NC(=C2)C)N2CC(C(C2)(F)F)(F)F)C=C1)N1CCC2(CC2)CC1 4-iodo-N-(6-methyl-2-(3,3,4,4-tetrafluoropyrrolidin-1-yl)pyrimidin-4-yl)-2-(6-azaspiro[2.5]octan-6-yl)benzamide